5,6-dibromo-2-((4-chlorobenzyl)thio)benzo[d]oxazole BrC=1C(=CC2=C(N=C(O2)SCC2=CC=C(C=C2)Cl)C1)Br